2-cyclobutyl-5,6,7,8-tetrahydro-4H-pyrazolo[4,3-c]azepine C1(CCC1)N1N=C2C(CNCCC2)=C1